N-(2-(2,6-dioxopiperidin-3-yl)-1-oxoisoindolin-5-yl)-5-(tetrahydrofuran-3-yl)indoline-1-carboxamide O=C1NC(CCC1N1C(C2=CC=C(C=C2C1)NC(=O)N1CCC2=CC(=CC=C12)C1COCC1)=O)=O